methyl-5-(((tert-butoxycarbonyl)amino)methyl)thiophene tert-butyl-N-[(3R,6S)-6-formyloxan-3-yl]carbamate C(C)(C)(C)OC(N[C@H]1CO[C@@H](CC1)C=O)=O.CC=1SC(=CC1)CNC(=O)OC(C)(C)C